2-(benzo[d][1,3]dioxol-5-yl)-1,8-naphthyridin-4(1H)-one O1COC2=C1C=CC(=C2)C=2NC1=NC=CC=C1C(C2)=O